FC(CN1N=CC(=C1)C1=NC(=NC=C1C(F)(F)F)NC1CCN(CC1)S(=O)(=O)C=1C=C(C#N)C=CC1)(F)F 3-((4-((4-(1-(2,2,2-Trifluoroethyl)-1H-pyrazol-4-yl)-5-(trifluoromethyl)pyrimidin-2-yl)-amino)piperidin-1-yl)sulfonyl)benzonitrile